(R)-4-(2-hydroxy-5-methylphenyl)-5-methylhexanoic acid calcium salt [Ca+2].OC1=C(C=C(C=C1)C)[C@H](CCC(=O)[O-])C(C)C.OC1=C(C=C(C=C1)C)[C@H](CCC(=O)[O-])C(C)C